BrC1=CC=CC2=NN(N=C21)C 4-bromo-2-methyl-1,2,3-benzotriazole